3-(5-formyl-6-hydroxynaphthalen-2-yl)-N,N-dimethylbenzamide C(=O)C1=C2C=CC(=CC2=CC=C1O)C=1C=C(C(=O)N(C)C)C=CC1